C(C)OC(CN1CCN(CC1)C(=O)OCC1=CC=CC=C1)=O benzyl 4-(2-ethoxy-2-oxoethyl)piperazine-1-carboxylate